3-(1-oxo-5-(2-oxo-3-(m-tolyl)imidazolidin-1-yl)isoindolin-2-yl)piperidine-2,6-dione O=C1N(CC2=CC(=CC=C12)N1C(N(CC1)C=1C=C(C=CC1)C)=O)C1C(NC(CC1)=O)=O